O=C1NC(CCC1C1=C(C=C(OCC(=O)O)C=C1)C(F)(F)F)=O 2-(4-(2,6-dioxopiperidin-3-yl)-3-(trifluoromethyl)phenoxy)acetic acid